N-tert-butylallylamine hydrochloride Cl.C(C)(C)(C)NCC=C